4-(6-(3-(4-nitro-2-(6-azaspiro[2.5]oct-6-yl)phenyl)-1,2,4-oxadiazol-5-yl)pyridin-2-yl)morpholine [N+](=O)([O-])C1=CC(=C(C=C1)C1=NOC(=N1)C1=CC=CC(=N1)N1CCOCC1)N1CCC2(CC2)CC1